FC1N=CC(=CN1F)C(F)(F)F 2,3-difluoro-5-(trifluoromethyl)pyrimidine